CC1=CN=C2C(=N1)N(C(C(=C2)C2CCNCC2)=O)C2C=1N=CC=NC1CCC2 3-methyl-7-(piperidin-4-yl)-5-(5,6,7,8-tetrahydroquinoxalin-5-yl)pyrido[2,3-b]pyrazin-6(5H)-one